ClC1=NC(=NC=C1C#N)N[C@H]1C[C@H](CCC1)N1C=NC2=C1C(=CC=C2)C#N 1-((1S,3R)-3-((4-chloro-5-cyanopyrimidin-2-yl)amino)cyclohexyl)-1H-benzo[d]imidazole-7-carbonitrile